1-((2-((((9H-fluoren-9-yl)methoxy)carbonyl)amino)acetamido)methoxy)cyclopropane-1-carboxylic acid benzyl ester C(C1=CC=CC=C1)OC(=O)C1(CC1)OCNC(CNC(=O)OCC1C2=CC=CC=C2C=2C=CC=CC12)=O